4-amino-8-(3,5-dimethylisoxazol-4-yl)-2-oxo-N-propyl-1H-quinoline-3-carboxamide NC1=C(C(NC2=C(C=CC=C12)C=1C(=NOC1C)C)=O)C(=O)NCCC